O=C1N(CCC2=CC=NC=C12)CC=1OC2=C(C1)C=CC=C2C(=O)OC(C)C Isopropyl 2-((1-oxo-3,4-dihydro-2,7-naphthyridin-2(1H)-yl)methyl)benzofuran-7-carboxylate